aminopropionic acid (S)-isopropyl ester C(C)(C)OC(C(C)N)=O